2-(6-(((1R,2S,3S,5S)-2-fluoro-8-azabicyclo[3.2.1]octan-3-yl)(methyl)amino)pyridazin-3-yl)-5-(1H-1,2,3-triazol-1-yl)phenol F[C@H]1[C@H]2CC[C@@H](C[C@@H]1N(C1=CC=C(N=N1)C1=C(C=C(C=C1)N1N=NC=C1)O)C)N2